COC(=O)C1=NN(C(=C1)C(NC1=CC=C2C(=N1)NC(=C2)C2=C(C=CC=C2)C(F)(F)F)=O)C 1-methyl-5-((2-(2-(trifluoromethyl)phenyl)-1H-pyrrolo[2,3-b]pyridin-6-yl)carbamoyl)-1H-pyrazole-3-carboxylic acid methyl ester